(2-Chlorotrityl) (R)-3-benzyl-4-(((S)-1-((S)-4-(4-chlorophenyl)-3-(methylamino)butanamido)-6-((2-nitrophenyl)sulfonamido)hexan-2-yl)(methyl)amino)-4-oxobutanoate C(C1=CC=CC=C1)[C@H](CC(=O)OC(C1=C(C=CC=C1)Cl)(C1=CC=CC=C1)C1=CC=CC=C1)C(=O)N(C)[C@H](CNC(C[C@H](CC1=CC=C(C=C1)Cl)NC)=O)CCCCNS(=O)(=O)C1=C(C=CC=C1)[N+](=O)[O-]